BrC=1C=C(NC2(CCC3(C(CC4=CC=CC=C34)C=3SC=CN3)CC2)C(=O)O)C=CC1 4-(3-Bromoanilino)-2'-(1,3-thiazol-2-yl)-2',3'-dihydrospiro[cyclohexane-1,1'-indene]-4-carboxylic acid